FC=1C=C(C(=C(N)C1)OC)C1=NN(C=N1)C 5-fluoro-2-methoxy-3-(1-methyl-1H-1,2,4-triazol-3-yl)aniline